CN(C1=CC=C(C=C1)C1(OC(=O)C2=CC=CC=C12)C1=CC=C(C=C1)N(C)C)C 3,3-bis[4-(dimethylamino)phenyl]phthalide